C(C)OC(C[C@@H](C1=CC(=CC=C1)OC1=CC=C(C=C1)C)NC(=O)NC=1C(N(C=CC1O)C)=O)=O (S)-3-(3-(4-hydroxy-1-methyl-2-oxo-1,2-dihydropyridin-3-yl)ureido)-3-(3-(p-tolyloxy)phenyl)propanoic acid ethyl ester